C(C1=CC=CC=C1)OC(=O)N[C@H](C(=O)OC(C)(C)C)CCC(N1CC(C(C1)(F)F)(F)F)=O (S)-tert-Butyl 2-(((benzyloxy)carbonyl)amino)-5-oxo-5-(3,3,4,4-tetrafluoropyrrolidin-1-yl)pentanoate